Ethyl 5-{1-[(tert-butoxy)carbonyl]azetidin-3-yl}-2-(methylamino)-1,3-thiazole-4-carboxylate C(C)(C)(C)OC(=O)N1CC(C1)C1=C(N=C(S1)NC)C(=O)OCC